((2-(((S)-1-((S)-2-((5-(1H-indol-2-yl)thiazol-2-yl)carbamoyl)pyrrolidin-1-yl)-3,3-dimethyl-1-oxobutan-2-yl)carbamoyl)benzo[b]thiophen-5-yl)difluoromethyl)phosphonic acid N1C(=CC2=CC=CC=C12)C1=CN=C(S1)NC(=O)[C@H]1N(CCC1)C([C@H](C(C)(C)C)NC(=O)C1=CC2=C(S1)C=CC(=C2)C(F)(F)P(O)(O)=O)=O